ClC1=CC(=C(C=C1)CCC(=O)N[C@H](C(=O)NC(C[C@H]1C(NCC1)=O)C(C(=O)NC1CC1)=O)CC(C)(C)C)C#N (2S)-2-(3-(4-chloro-2-cyanophenyl)propanamido)-N-(4-(cyclopropylamino)-3,4-dioxo-1-((S)-2-oxopyrrolidin-3-yl)butan-2-yl)-4,4-dimethylpentanamide